1-(2,5-dimethylthiophen-3-yl)-6-fluoro-9H-pyrido[3,4-b]indole CC=1SC(=CC1C1=NC=CC2=C1NC1=CC=C(C=C21)F)C